2-methyl-2-[[(3R,5S)-5-methyl-1-[8-(trifluoromethyl)quinolin-5-yl]piperidin-3-yl]amino]propan CC(C)(C)N[C@H]1CN(C[C@H](C1)C)C1=C2C=CC=NC2=C(C=C1)C(F)(F)F